COC([C@H](C[C@H]1C(NCCC1)=O)NC([C@H](CC1CC1)NC(=O)C=1NC2=C(C(=CC=C2C1)Cl)Cl)=O)=O.C(=C)[SiH]1O[SiH](O[SiH](O[SiH](O[SiH](O[SiH](O1)C=C)C=C)C=C)C=C)C=C hexavinyl-cyclohexasiloxane methyl-(2S)-2-[[(2S)-3-cyclopropyl-2-[(6,7-dichloro-1H-indole-2-carbonyl)amino]propanoyl]amino]-3-[(3S)-2-oxo-3-piperidyl]propanoate